FC1=C(C(=CC=C1)F)C1=NC(=C(N1)C1=CC=C2C(=N1)N(C(=N2)N=CN(C)C)CC(C)C)C2=CC=CC=C2 N'-{5-[2-(2,6-difluorophenyl)-5-phenyl-3H-imidazol-4-yl]-3-isobutyl-3H-imidazo[4,5-b]pyridin-2-yl}-N,N-dimethylformamidine